FC1=CC=C(C=C1)C(C)(C)N1C[C@@H](N(C[C@H]1C)C=1N(N=C2C1N(C(C=C2)=O)C)C2OCCCC2)C ((2S,5R)-4-(2-(4-fluorophenyl)propan-2-yl)-2,5-dimethylpiperazin-1-yl)-4-methyl-2-(tetrahydro-2H-pyran-2-yl)-2,4-dihydro-5H-pyrazolo[4,3-b]pyridin-5-one